C[C@]12CC[C@@]34C[C@@]35CC[C@@H](C([C@@H]5[C@H](C[C@H]4[C@@]1(C[C@@H]([C@@H]2[C@]6(CC[C@H](O6)C(C)(C)O)C)O)C)O)(C)C)O The molecule is a sapogenin that is the aglycone derivative of astragaloside IV, a major saponin extracted from the root of Astragalus membranaceus. It has a role as a metabolite. It is a sapogenin, a pentacyclic triterpenoid, a tetrol and a member of oxolanes. It derives from a hydride of a 5alpha-gonane.